2-[[(1,1-dimethylethyl)dimethylsilyl]oxy]-acetaldehyde-1-d CC(C)(C)[Si](OCC(=O)[2H])(C)C